CO[S@]([C@H](C)C=1C=NC(=CC1)C(F)(F)F)=NC#N [(R)-methyl(oxy){(1R)-1-[6-(trifluoromethyl)pyridin-3-yl]ethyl}-λ4-sulfanylidene]cyanamide